1-(4-isobutylphenyl)eth-anone C(C(C)C)C1=CC=C(C=C1)C(C)=O